dimethyl-((4-(1-(quinolin-6-ylmethyl)-1H-[1,2,3]triazolo[4,5-b]pyrazin-6-yl)-1H-pyrazol-1-yl)methyl)phosphine oxide CP(CN1N=CC(=C1)C1=CN=C2C(=N1)N(N=N2)CC=2C=C1C=CC=NC1=CC2)(C)=O